C(C)(C)NC1=C(C=NC2=CC=C(C=C12)C=1C=NNC1)C(=O)NCCC(N1CCCC1)=O 4-(isopropylamino)-N-(3-oxo-3-(pyrrolidin-1-yl)propyl)-6-(1H-pyrazol-4-yl)quinoline-3-carboxamide